C(C)(C)(C)OC([C@H](NC(=O)OCC1C2=CC=CC=C2C=2C=CC=CC12)CCC(=O)O)=O N-(9-fluorenylmethoxycarbonyl)-D-glutamic acid-1-tert-butyl ester